BrC1=C(C=CC(=C1)CC)CBr 2-bromo-1-bromomethyl-4-ethylbenzene